7-bromo-4-(methylthio)imidazo[2,1-f][1,2,4]triazine BrC1=CN=C2C(=NC=NN21)SC